IC1=NN(C=C1)C1OCC1 3-iodo-1-(oxetan-2-yl)-1H-pyrazole